ClCCOC(C=C)=O acrylic acid chloroethyl ester